N[C@H]1[C@@H](CN(CC1)C1=C(C=NC2=CC=C(C=C12)C1=C(C(=CC=C1)C#N)O)C1=CC(=CC(=C1)F)F)C(=O)N trans-4-amino-1-[6-(3-cyano-2-hydroxyphenyl)-3-(3,5-difluorophenyl)quinolin-4-yl]piperidine-3-carboxamide